N-(3-(iso-butoxy)propyl)-3-(pyrrolidinyl)propan-1-amine C(C(C)C)OCCCNCCCN1CCCC1